S-(3-((tert-butoxycarbonyl)amino)cyclobutyl)thioacetic acid C(C)(C)(C)OC(=O)NC1CC(C1)S=C(C)O